2',3'-dideoxy-3-deazaadenosine [C@@H]1(CC[C@@H](CO)O1)N1C=NC=2C(N)=NC=CC12